N-[(1R)-1-(4-bromo-2-chloro-3-ethoxyphenyl)ethyl]-2-methylpropane-2-sulfinamide BrC1=C(C(=C(C=C1)[C@@H](C)NS(=O)C(C)(C)C)Cl)OCC